4-(3-(4-amino-3-(4-phenoxyphenyl)-1H-pyrazolo[3,4-d]pyrimidin-1-yl)piperidin-1-yl)-4-oxo-2-(thiophen-2-yl)but-2-enenitrile NC1=C2C(=NC=N1)N(N=C2C2=CC=C(C=C2)OC2=CC=CC=C2)C2CN(CCC2)C(C=C(C#N)C=2SC=CC2)=O